C(\C=C\C(=O)OC1CCCCCCC1)(=O)OC(C)C=O oxopropan-2-yl cyclooctyl fumarate